7-chloro-6-(4-fluoro-6-morpholino-1H-benzo[d]imidazol-2-yl)-2-methyl-2H-pyrazolo[4,3-b]pyridin-5(4H)-one ClC=1C=2C(NC(C1C1=NC3=C(N1)C=C(C=C3F)N3CCOCC3)=O)=CN(N2)C